ClC1=NC(=C2C(=N1)N(N=C2)[C@H]2[C@@H]([C@@H]([C@H](O2)COCP(O)(O)=O)O)O)N[C@H]2COCC2 ((((2R,3S,4R,5R)-5-(6-chloro-4-(((R)-tetrahydrofuran-3-yl)amino)-1H-pyrazolo[3,4-d]pyrimidin-1-yl)-3,4-dihydroxytetrahydrofuran-2-yl)methoxy)methyl)phosphonic acid